C1[C@@H](C)O1 R-epoxypropane